ClC=1C=CC(=NC1)CN1CC(CC1)C1=C(C=C(C=C1)OC1=C(C=CC=C1)C(C)C)CO (2-(1-((5-chloropyridin-2-yl)methyl)pyrrolidin-3-yl)-5-(2-isopropylphenoxy)phenyl)methanol